5,6-dihydropyrido[3,4-d]pyrimidine-7(8H)-carboxylic acid tert-butyl ester C(C)(C)(C)OC(=O)N1CC=2N=CN=CC2CC1